5-(3,5,7-Trihydroxy-4-oxo-benzopyran-2-yl)-1,3-dihydrobenzimidazol-2-one OC1=C(OC2=C(C1=O)C(=CC(=C2)O)O)C2=CC1=C(NC(N1)=O)C=C2